NC1=C(C2=C(S1)C(=CC=C2C2=C1C=CN3C1=C(C=C2F)C(N2[C@H](CC3)CN(CC2)C(C(=C)F)=O)=O)F)C#N 2-Amino-7-fluoro-4-((R)-2-fluoro-10-(2-fluoroacryloyl)-14-oxo-8,8a,9,10,11,12-hexahydro-7H,14H-pyrazino[1',2':5,6][1,5]diazocino[3,2,1-hi]indol-3-yl)benzo[b]thiophene-3-carbonitrile